(S)-N-(4-(chlorodifluoromethoxy)phenyl)-2-hydroxy-9-(pyrimidin-5-yl)-1,2,3,4-tetrahydrobenzo[4,5]imidazo[1,2-a]pyridine-7-carboxamide ClC(OC1=CC=C(C=C1)NC(=O)C=1C=C(C2=C(N=C3N2C[C@H](CC3)O)C1)C=1C=NC=NC1)(F)F